3-(2-((methylsulfonyl)oxy)ethyl)piperidine-1-carboxylic acid tert-butyl ester C(C)(C)(C)OC(=O)N1CC(CCC1)CCOS(=O)(=O)C